C(C)(C)(C)O[C@H](C(=O)O)C1=C(C2=C(N=C(S2)C=2C=C3C(=NN(C3=CC2)C)N2C[C@@H]3COCCN3CC2)C=C1C)C1=CC=C(C=C1)Cl (S)-2-(tert-butoxy)-2-(7-(4-chlorophenyl)-2-(3-((R)-hexahydropyrazino[2,1-c][1,4]oxazin-8(1H)-yl)-1-methyl-1H-indazol-5-yl)-5-methylbenzo[d]thiazol-6-yl)acetic acid